6-amino-1-methyl-4-((1-(5-(2-(trifluoromethyl)morpholino)pyrimidin-2-yl)ethyl)amino)quinolin-2(1H)-one NC=1C=C2C(=CC(N(C2=CC1)C)=O)NC(C)C1=NC=C(C=N1)N1CC(OCC1)C(F)(F)F